4-(4-(methylsulfonyl)phenyl)quinoline CS(=O)(=O)C1=CC=C(C=C1)C1=CC=NC2=CC=CC=C12